4-((5-(5-(dimethylphosphoryl)-1-methyl-1H-pyrazol-3-yl)-4-methoxypyridin-3-yl)amino)-6-((4-methylpyridin-2-yl)amino)pyridazine-3-carboxamide CP(=O)(C)C1=CC(=NN1C)C=1C(=C(C=NC1)NC1=C(N=NC(=C1)NC1=NC=CC(=C1)C)C(=O)N)OC